C([C@@H]1[C@H]([C@@H]([C@H]([C@@H](O1)O)NS(=O)(=O)O)OC2[C@@H]([C@H]([C@@H]([C@H](O2)C(=O)O)O)O)O)O)OS(=O)(=O)O The molecule is a glucosamine sulfate, a glycosylglucose derivative, a N-sulfoglucosamine and an amino disaccharide. It is a conjugate acid of a 3-D-glucuronosyl-N(2),6-disulfonato-beta-D-glucosamine(3-).